COC=1C=C2CCN(CC2=CC1OC)CCC1=CC=C(C=C1)N1N=C(N=N1)C1=C(C=CC(=C1)OCC=1C=NC=CC1)NC(=O)C=1OC2=CC=CC=C2C(C1)=O N-(2-(2-(4-(2-(6,7-Dimethoxy-3,4-dihydroisoquinolin-2(1H)-yl)ethyl)phenyl)-2H-tetrazol-5-yl)-4-(pyridin-3-ylmethoxy)phenyl)-4-oxo-4H-chromene-2-carboxamide